NN1C(N(N=CC1=O)C1=CC(=C(C(=C1)Cl)OC=1C=C2C3(C(NC2=CC1)=O)CCC3)Cl)=O amino-2-(3,5-dichloro-4-((2'-oxospiro[cyclobutane-1,3'-indolin]-5'-yl)oxy)phenyl)-1,2,4-triazine-3,5(2H,4H)-dione